(6R,8R)-2-chloro-6a-(difluoromethyl)-8-((3,6-dimethyl-5-vinylpyridin-2-yl)oxy)-5,6,6a,7,8,9-hexahydropyrrolo[1',2':4,5]pyrazino[2,3-c]pyridazine ClC=1C=C2C(=NN1)NCC1(N2C[C@@H](C1)OC1=NC(=C(C=C1C)C=C)C)C(F)F